(R,Z)-N-(1-(2-(1-fluorocyclobutyl)-3,6-dimethyl-4-oxo-3,4-dihydroquinazolin-8-yl)ethylidene)-2-methylpropane-2-sulfinamide FC1(CCC1)C1=NC2=C(C=C(C=C2C(N1C)=O)C)\C(\C)=N/[S@](=O)C(C)(C)C